1-(5-((5-(4-carboxypiperidin-1-yl)-4-(4-chlorothiophene-2-yl)thiazol-2-yl)carbamoyl)-3-chloropyridin-2-yl)piperidine-4-carboxylic acid C(=O)(O)C1CCN(CC1)C1=C(N=C(S1)NC(=O)C=1C=C(C(=NC1)N1CCC(CC1)C(=O)O)Cl)C=1SC=C(C1)Cl